IC1=C(OCCCCCCCCCCCBr)C(=CC(=C1)I)I 11-(2,4,6-triiodophenoxy)bromoundecane